C[C@H](N(C(COC)C)C1=NC(=NC=C1C=O)SC)C(=O)O (S)-methyl-(5-formyl-2-(methylthio)pyrimidin-4-yl)-N-(1-methoxypropane-2-yl)glycine